BrC1=CC=C(C=C1)C=1NC=C(C1)C1=CC=C(C=C1)C(C)(C)C 2-(4-bromophenyl)-4-(4-(tert-butyl)phenyl)-1H-pyrrole